C(C)(C)(C)OC(=O)N[C@H](CC(C(=O)O)(C)C)CC1=CC=C(C=C1)NC(=O)OCC1C2=CC=CC=C2C=2C=CC=CC12 (4S)-4-{[(tert-Butoxy)carbonyl]amino}-5-(4-{[(9H-fluoren-9-ylmethoxy)carbonyl]amino}phenyl)-2,2-dimethylpentanoic acid